N-(3-((7-methoxy-4-((5,6,7,8-tetrahydronaphthalen-1-yl)amino)quinazolin-6-yl)oxy)cyclobutyl)acrylamide COC1=C(C=C2C(=NC=NC2=C1)NC1=CC=CC=2CCCCC12)OC1CC(C1)NC(C=C)=O